5-(((tert-butyldimethylsilyl)oxy)methyl)pyridin-2(1H)-one [Si](C)(C)(C(C)(C)C)OCC=1C=CC(NC1)=O